3-(1-benzyl-5-(4-fluorophenyl)-3,4-dimethyl-2-oxo-2,3-dihydro-1H-pyrrol-3-yl)-N,N-dimethylpropionamide C(C1=CC=CC=C1)N1C(C(C(=C1C1=CC=C(C=C1)F)C)(C)CCC(=O)N(C)C)=O